(R)-N-((R)-1'-(6-bromopyridin-3-yl)-3H-spiro[benzofuran-2,4'-piperidin]-3-yl)-2-methylpropan-2-sulfinamide BrC1=CC=C(C=N1)N1CCC2(CC1)OC1=C([C@H]2N[S@](=O)C(C)(C)C)C=CC=C1